FC(C1=C(OC[C@](CC(C)C)(N)C)C=CC(=C1)C1=CC=NC2=CC=C(C=C12)F)F (S)-1-(2-(difluoromethyl)-4-(6-fluoroquinolin-4-yl)phenoxy)-2,4-dimethylpentan-2-amine